CN1C(=NN=C1)SC(C)C=1C=C(C=CC1)C1=CC(=NO1)C1=CC=C(C#N)C=C1 4-(5-(3-(1-(4-methyl-4H-1,2,4-triazol-3-ylthio)ethyl)phenyl)isoxazol-3-yl)benzonitrile